C1(=CC=CC=C1)O[NH-] Phenyloxyamide